C1(CCCCC1)C1=CC=CC=2C(=NOC21)NS(=O)(=O)C2=C(C=CC(=C2)CC)OC N-(7-cyclohexylbenzo[d]isoxazol-3-yl)-5-ethyl-2-methoxybenzenesulfonamide